CN1C(C(=CC(=C1)C=1C=CC2=C(N(C(=N2)CC2CCOCC2)CCOC(F)(F)F)C1)C)=O 1,3-dimethyl-5-(2-((tetrahydro-2H-pyran-4-yl)methyl)-1-(2-(trifluoromethoxy)ethyl)-1H-benzo[d]imidazol-6-yl)pyridin-2(1H)-one